OC1(COC1)CN(CCCCCCCC(=O)N(CCCCCCCCCC)CCCCCCCCCC)CCCCCCCC(=O)N(CCCCCCCCCC)CCCCCCCCCC 8,8'-(((3-HYDROXYOXETAN-3-YL)METHYL)AZANEDIYL)BIS(N,N-DIDECYLOCTANAMIDE)